(4-methylcyclohexyl) methyl fumarate C(\C=C\C(=O)OC)(=O)OC1CCC(CC1)C